[N+](=O)([O-])C1=CC=C(C=C1)S(=O)(=O)N([C@H]1CNCC1)CC=C 4-nitro-N-(prop-2-en-1-yl)-N-[(3R)-pyrrolidin-3-yl]benzenesulfonamide